COC=1C=C2[C@]3(C(NC2=CC1)=O)[C@@H](C3)C3=CC=C1C(=NNC1=C3)NC3=CC(=NC(=N3)C)N3CC[SH4]CC3 4-[6-({6-[(1R,2S)-5'-methoxy-2'-oxo-1'H-spiro[cyclopropane-1,3'-indol]-2-yl]-1H-indazol-3-yl}amino)-2-methylpyrimidin-4-yl]-1lambda6-thiomorpholine